dibenzyl-methylpiperidone C(C1=CC=CC=C1)C1(C(N(CCC1)C)=O)CC1=CC=CC=C1